4-(3-isopropoxy-2',3',4',5'-tetrahydro-[1,1'-biphenyl]-4-yl)-1H-indazol-3-amine C(C)(C)OC=1C=C(C=CC1C1=C2C(=NNC2=CC=C1)N)C=1CCCCC1